NC=1C=2N(C=C(N1)C1C(C1)CO)C(=CN2)C=2C=C(C=CC2C)C(C(C)O)(F)F (3-(8-amino-6-(2-(hydroxymethyl)cyclopropyl)imidazo[1,2-a]pyrazin-3-yl)-4-methylphenyl)-1,1-difluoropropan-2-ol